6-(1-hydroxypropyl)-4-methylpyridin OC(CC)C1=CC(=CC=N1)C